Methyl 2-(4-fluoro-2-methoxyphenyl)-3-(methylamino)propanoate FC1=CC(=C(C=C1)C(C(=O)OC)CNC)OC